C1(=CC=CC=C1)P(=O)(SC(C(=O)O)CC(=O)O)C1=CC=CC=C1 2-((diphenylphosphinyl)thio)succinic acid